6-octylanthracene-2-yl-boron C(CCCCCCC)C=1C=C2C=C3C=CC(=CC3=CC2=CC1)[B]